1-(2-Acetylthiazole-4-carbonyl)piperidine-2-carboxylic acid methyl ester COC(=O)C1N(CCCC1)C(=O)C=1N=C(SC1)C(C)=O